1-(2-methoxy-5-(1-oxa-4,9-diazaspiro[5.5]undecane-4-carbonyl)phenyl)dihydropyrimidine-2,4(1H,3H)-dione COC1=C(C=C(C=C1)C(=O)N1CCOC2(C1)CCNCC2)N2C(NC(CC2)=O)=O